2-(4-Fluorobenzyl)-2H-indazole-6-carboxylic acid methyl ester COC(=O)C=1C=CC2=CN(N=C2C1)CC1=CC=C(C=C1)F